2-isopropenyl-4,4-diphenyl-1,3-oxazolin-5-one C(=C)(C)C=1OC(C(N1)(C1=CC=CC=C1)C1=CC=CC=C1)=O